ClC1=C(N=C(NC1=O)C1=CC=NC=C1)N1CCOCC1 5-chloro-4-morpholino-2-(4-pyridyl)-1H-pyrimidin-6-one